(S)-tert-butyl 3-(3-(5-((1-ethoxy-3-methyl-1-oxobutan-2-yl) carbamoyl) oxazol-2-yl) phenyl)-1H-pyrazole-5-carboxylate C(C)OC([C@H](C(C)C)NC(=O)C1=CN=C(O1)C=1C=C(C=CC1)C1=NNC(=C1)C(=O)OC(C)(C)C)=O